CN1C(N(N=C(C1=O)C(=O)O)C1=CC=CC=C1)=O 4-methyl-3,5-dioxo-2-phenyl-2,3,4,5-tetrahydro-1,2,4-triazine-6-carboxylic acid